BrC1=C(C(=CC(=C1)F)C12CC3(CC(CC(C1)C3)(C2)C)C)O 2-bromo-6-(3,5-dimethyladamantan-1-yl)-4-fluorophenol